OC1=C(C=C(\C=C/2\C(N(C(S2)=O)CC(=O)N2CCC3=CC=CC=C23)=O)C=C1)OC (Z)-5-(4-hydroxy-3-methoxybenzylidene)-3-(2-(indolin-1-yl)-2-oxoethyl)thiazolidine-2,4-dione